C1(CCC1)C=O cyclobutanal